(2R,3aR,4S,9bS)-2-Fluoro-4-(4-hydroxy-phenyl)-1,2,3,3a,4,9b-hexahydro-cyclopenta[c]chromen-8-ol F[C@@H]1C[C@H]2[C@H]([C@H](OC=3C=CC(=CC23)O)C2=CC=C(C=C2)O)C1